((1R,4R,7R)-7-amino-2-azabicyclo[2.2.1]heptan-2-yl)(2-(1-(cyclopropylmethyl)-1,6,7,8-tetrahydropyrrolo[3,2-g]indol-2-yl)-7-fluoro-1-methyl-1H-benzo[d]imidazol-5-yl)methanone N[C@H]1[C@@H]2N(C[C@H]1CC2)C(=O)C2=CC1=C(N(C(=N1)C1=CC=3C=CC=4CCNC4C3N1CC1CC1)C)C(=C2)F